OCCC(C)C1CCN(CC1)C(=O)OC(C)(C)C tert-butyl 4-(3-hydroxy-1-methyl-propyl)piperidine-1-carboxylate